(2R,3R,4S,5R,6S)-5-((2H-tetrazol-5-yl)methoxy)-2-(hydroxymethyl)-4-(4-(3,4,5-trifluorophenyl)-1H-1,2,3-triazol-1-yl)-1,7-dioxaspiro[5.5]undecane-3-ol N=1NN=NC1CO[C@@H]1[C@H]([C@H]([C@H](O[C@]12OCCCC2)CO)O)N2N=NC(=C2)C2=CC(=C(C(=C2)F)F)F